The molecule is a naphthoic acid that is 1-naphthoic acid carrying additional methoxy and methyl substituents at positions 3 and 5 respectively. It has a role as a bacterial metabolite. It is a naphthoic acid and an aromatic ether. It is a conjugate acid of a 3-methoxy-5-methyl-1-naphthoate. CC1=C2C=C(C=C(C2=CC=C1)C(=O)O)OC